FC1(C(N(C1)C=1N=C(C2=C(N1)C(CC2)(F)F)C2=CC1=C([C@H](CO1)NS(=O)(=O)C)C=C2)CO)F N-((3R)-6-(2-(3,3-difluoro-2-(hydroxymethyl)azetidin-1-yl)-7,7-difluoro-6,7-dihydro-5H-cyclopenta[d]pyrimidin-4-yl)-2,3-dihydrobenzofuran-3-yl)methanesulfonamide